The molecule is an ADA and a dicarboxylic acid dianion. It is a conjugate base of a 2,2'-[(2-amino-2-oxoethyl)imino]diacetate(1-). It is a conjugate acid of a 2,2'-[(2-azanidyl-2-oxoethyl)imino]diacetate(3-). C(C(=O)N)N(CC(=O)[O-])CC(=O)[O-]